6,7-dimethoxy-4-(4-(2-(methylthio)ethyl)phenyl)quinazoline COC=1C=C2C(=NC=NC2=CC1OC)C1=CC=C(C=C1)CCSC